4-(2-Chlorophenyl)-5-(4-((1-(3-fluoropropyl)azetidin-3-yl)methyl)phenyl)-2,3-dihydrobenzo[b]oxepin ClC1=C(C=CC=C1)C1=C(C2=C(OCC1)C=CC=C2)C2=CC=C(C=C2)CC2CN(C2)CCCF